OC1=CC=C(C=C1)C(\C=C\C1=CC=C(C=C1)I)=O (E)-1-(4-Hydroxyphenyl)-3-(4-iodophenyl)prop-2-en-1-one